4-[2-[(2S)-2-(2-cyclopropylphenyl)pyrrolidin-1-yl]-7-azaspiro[3.5]nonan-7-yl]benzoic acid C1(CC1)C1=C(C=CC=C1)[C@H]1N(CCC1)C1CC2(C1)CCN(CC2)C2=CC=C(C(=O)O)C=C2